(2S)-2-[[5-chloro-2-(5-cyano-3-pyridinyl)-4-[(1S)-4-(2-fluorophenyl)indan-1-yl]oxy-phenyl]methylamino]-3-hydroxy-propionic acid ClC=1C(=CC(=C(C1)CN[C@H](C(=O)O)CO)C=1C=NC=C(C1)C#N)O[C@H]1CCC2=C(C=CC=C12)C1=C(C=CC=C1)F